OC(C(=O)[O-])C.[Zn+2].OC(C(=O)[O-])C zinc α-hydroxypropionate